ClC1=C(C=CC=2C(=C3N(C12)CCC3NS(=O)(=O)C)C=3C=NNC3)Cl.[C].[Pd].[Mn].[Fe] iron-manganese-palladium carbon N-(5,6-Dichloro-9-(1H-pyrazol-4-yl)-2,3-dihydro-1H-pyrrolo[1,2-a]indol-1-yl)methanesulfonamide